(R)-5-Amino-2-(3-(5-(3-Hydroxy-1-methyl-2-oxopyrrolidin-3-yl)isoxazol-3-yl)phenyl)pyrimidine-4-carboxamide NC=1C(=NC(=NC1)C1=CC(=CC=C1)C1=NOC(=C1)[C@]1(C(N(CC1)C)=O)O)C(=O)N